N-(4-((9H-Fluoren-2-yl)amino)-2-(naphthalen-2-yl)quinazolin-6-yl)-4-(trifluoromethyl)benzamide C1=C(C=CC=2C3=CC=CC=C3CC12)NC1=NC(=NC2=CC=C(C=C12)NC(C1=CC=C(C=C1)C(F)(F)F)=O)C1=CC2=CC=CC=C2C=C1